CN1CC(C1)CC1=C(C(=O)N)C=C(C=C1[N+](=O)[O-])C(F)(F)F ((1-methylazetidin-3-yl)methyl)-3-nitro-5-(trifluoromethyl)benzamide